C1(CCCCC1)C=1SCCN1 cyclohexyl-thiazoline